O-methyl-cytidine 5'-triphosphate P(O)(=O)(OP(=O)(O)OP(=O)(O)O)OC[C@@H]1[C@H]([C@H]([C@@H](O1)N1C(=O)N=C(N)C=C1)OC)O